7-bromo-2-chloro-4-(pyridin-4-yl)-6H-pyrrolo[3,2-d]pyrimidine BrC=1CN=C2C1N=C(N=C2C2=CC=NC=C2)Cl